FC(S(=O)(=O)[O-])(F)F.ClC1=[N+](C=CC=C1)CCC(CCCC(C)C)C 2-chloro-1-(3,7-dimethyloctyl)pyridin-1-ium trifluoromethanesulfonate